NC1=NC=CC(=C1)C1N(CCC1)C(=O)OC(C)(C)C tert-butyl 2-(2-amino-4-pyridyl)pyrrolidine-1-carboxylate